The molecule is a 12-HPEPE in which the hydroperoxy group at positions 12 has S-configuration. It has a role as a human xenobiotic metabolite. It is a conjugate acid of a 12(S)-HpEPE(1-). CC/C=C\\C/C=C\\C[C@@H](/C=C/C=C\\C/C=C\\CCCC(=O)O)OO